4-[(1R)-1-(2,3-dimethylphenyl)ethyl]-1H-imidazole CC1=C(C=CC=C1C)[C@@H](C)C=1N=CNC1